N(=[N+]=[N-])CC1=CC=C(C=C1)NC(C(CCC(C)C)C(NO)=O)=O N-[4-(azidomethyl)phenyl]-2-(hydroxycarbamoyl)-5-methyl-hexanamide